tert-butyl ((3-(10,11-dihydro-5H-dibenzo[a,d][7]annulen-5-yl)piperidin-1-yl)sulfonyl)carbamate C1=CC=CC=2C(C3=C(CCC21)C=CC=C3)C3CN(CCC3)S(=O)(=O)NC(OC(C)(C)C)=O